C(CCCCCCCCCCCCC)(=O)CNCCS(=O)(=O)[O-] N-myristoylmethyltaurate